CCC(C)C1CC(C(=C1)C(CC(C(C(=O)O)O)O)O)C(C)CC The molecule is a carbocyclic compound that is 3,5-di-sec-butylcyclopentene which is substituted by a 4-carboxy-1,3,4-trihydroxybutyl group at position 1. It is a secondary allylic alcohol, a hydroxy monocarboxylic acid and a carbocyclic compound.